[1,1':4',1''-Terphenyl]-2',3',5'-triol C1(=CC=CC=C1)C1=C(C(=C(C(=C1)O)C1=CC=CC=C1)O)O